cyclohexanediol CC(C)(CCC/C=C/C=C1C[C@H](C[C@@H](C1)O)O)C/C=C\C(C(F)(F)F)(C(F)(F)F)O